7-(4-methylpiperazin-1-yl)-2-[2-methyl-8-(trifluoromethyl)imidazo[1,2-a]pyridin-6-yl]-4H-pyrido[1,2-a]pyrimidin-4-one CN1CCN(CC1)C=1C=CC=2N(C(C=C(N2)C=2C=C(C=3N(C2)C=C(N3)C)C(F)(F)F)=O)C1